Ethyl 3-[(2E)-2-[2-ethoxy-1-(3-nitrophenyl)-2-oxo-ethylidene]hydrazino]-3-oxo-propanoate C(C)OC(\C(\C1=CC(=CC=C1)[N+](=O)[O-])=N\NC(CC(=O)OCC)=O)=O